ClC1=C(C=CC=C1)[C@H]1CC[C@H](N1C(C1=CC=C(C=C1)OCC1=CC(=CC=C1)OC)=O)C(=O)O (2S,5R)-5-(2-chlorophenyl)-1-(4-((3-methoxybenzyl)oxy)benzoyl)pyrrolidine-2-carboxylic acid